3-(4-(aminomethyl)phenyl)-6-((1-(2-chloro-4-(pyrrolidin-1-yl)benzyl)-4-hydroxypiperidin-4-yl)methyl)-2-methyl-2,6-dihydro-7H-pyrazolo[4,3-d]pyrimidin-7-one dihydrochloride Cl.Cl.NCC1=CC=C(C=C1)C=1N(N=C2C1N=CN(C2=O)CC2(CCN(CC2)CC2=C(C=C(C=C2)N2CCCC2)Cl)O)C